CN1C(C2(CCOCC2)C=2C1=CC=1C(=NN=C(C1C2)C)N[C@H](C)C2=CC(=CC=C2)C(C(C)(C)O)(F)F)=O 1,5-dimethyl-8-[[(1R)-1-[3-(1,1-difluoro-2-hydroxy-2-methyl-propyl)phenyl]ethyl]amino]spiro[pyrrolo[2,3-g]phthalazine-3,4'-tetrahydropyran]-2-one